1,3-dihydro-2H-benz[e]indol-2-one C1C(NC=2C=CC3=C(C12)C=CC=C3)=O